1-(6-aminonaphthalene-2-yl)ethanone NC=1C=C2C=CC(=CC2=CC1)C(C)=O